FC=1C=C(C=CC1)C=1OC=2N=C3N(C(C2N1)=O)CCC3 2-(3-fluorophenyl)-6,7-dihydrooxazolo[5,4-D]pyrrolo[1,2-a]pyrimidin-9(5H)-one